BrC=1C=CC(=C(C1)C12CC3CC(CC(C1)C3)C2)OCOC 1-(5-bromo-2-(methoxymethoxy)phenyl)adamantane